CN(C(=O)C1=CC=C(C=C1)B(O)O)C 4-(N,N-dimethylaminocarbonyl)phenyl-boronic acid